C(C)(=O)NC1=CN(C=2N=CN=C(C21)N2[C@H](CN(CC2)C(=O)OC(C)(C)C)C)C2=NC=CC(=C2)Cl tert-Butyl (S)-4-(5-acetamido-7-(4-chloropyridin-2-yl)-7H-pyrrolo[2,3-d]pyrimidin-4-yl)-3-methylpiperazine-1-carboxylate